4-{[4-(4-methylphenyl)piperazin-1-yl]methyl}-7-hydroxybenzofuran CC1=CC=C(C=C1)N1CCN(CC1)CC1=CC=C(C2=C1C=CO2)O